2-((3,5-dicyano-4-ethyl-6-(1,7-diazaspiro[3.5]non-1-yl)pyridin-2-yl)sulfanyl)-2-phenylacetamide trifluoroacetate FC(C(=O)O)(F)F.C(#N)C=1C(=NC(=C(C1CC)C#N)N1CCC12CCNCC2)SC(C(=O)N)C2=CC=CC=C2